ClC=1N=CN(C1CSC=1NC(C2=C(N1)OCC2)=O)CC 2-(((4-chloro-1-ethyl-1H-imidazol-5-yl)methyl)thio)-5,6-dihydrofuro[2,3-d]pyrimidin-4(3H)-one